ethyl 4,4,4-trifluoro-3-(1-((2-(trimethylsilyl)ethoxy)methyl)-1H-indazol-5-yl)butanoate FC(C(CC(=O)OCC)C=1C=C2C=NN(C2=CC1)COCC[Si](C)(C)C)(F)F